(1S,2S)-2-([2,3'-bipyridin]-6'-yloxy)-N,N-dimethylcyclohexan-1-amine N1=C(C=CC=C1)C=1C=NC(=CC1)O[C@@H]1[C@H](CCCC1)N(C)C